6,7,8-Trifluoro-3,4-dihydro-2H-1,4-benzoxazepin-5-one FC1=C(C(=CC2=C1C(NCCO2)=O)F)F